2-((2,2-difluoroethyl)amino)-2-(oxetan-3-yl)ethan-1-ol FC(CNC(CO)C1COC1)F